Perchlorate Cl(=O)(=O)(=O)[O-]